FC(C(=O)O)(F)F.FC1=C(C=CC(=C1N1C=C(C2=NC(=CC=C21)N(C2CCNCC2)C)C=2C=NC=NC2)F)NS(=O)(=O)CCC N-(2,4-difluoro-3-(5-(methyl(piperidin-4-yl)amino)-3-(pyrimidin-5-yl)-1H-pyrrolo[3,2-b]pyridin-1-yl)phenyl)propane-1-sulfonamide trifluoroacetic acid salt